CC(C(=S)N)(C)C 2,2-dimethylthiopropionamide